chloro-2-isopropylbenzothiazole ClC1=CC=CC2=C1N=C(S2)C(C)C